ClC1=NC(=C2N=CN(C2=N1)C1CC1)N1CCOCC1 4-(2-chloro-9-cyclopropyl-9H-purin-6-yl)morpholine